5-(1-ethyl-1H-1,2,3-triazol-4-yl)-2,2-dimethylpentanoic acid C(C)N1N=NC(=C1)CCCC(C(=O)O)(C)C